C(C)OC(=O)C=1C=C(C=C(C1)F)B(O)O [3-(ethoxycarbonyl)-5-fluorophenyl]boronic acid